N-(8-ethoxy)octyl-pyrrolidone C(C)OCCCCCCCCN1C(CCC1)=O